3-((2-(3-(2-methoxyethyl)-3-methylureido)thiazol-5-yl)ethynyl)-4-methyl-N-(4-(trifluoromethyl)pyridin-2-yl)benzamide COCCN(C(NC=1SC(=CN1)C#CC=1C=C(C(=O)NC2=NC=CC(=C2)C(F)(F)F)C=CC1C)=O)C